2-methylene-1,3-dithiane C=C1SCCCS1